C1(=C(C(=C(C(=C1CNCCN)CNCCN)CNCCN)CNCCN)CNCCN)CNCCN N1,N1',N1'',N1''',N1'''',N1'''''-(benzene-1,2,3,4,5,6-hexaylhexakis(methylene))hexakis(ethane-1,2-diamine)